C(C)CC(C)N ethyl-propan-2-amine